C(C)N1C2=NC(=NC(=C2N=C1C(C)O)N1CCOCC1)N1N=C(C(=C1)C1=CC=CC=C1)OC 1-(9-ethyl-2-(3-methoxy-4-phenyl-1H-pyrazol-1-yl)-6-morpholino-9H-purin-8-yl)ethan-1-ol